C1=CC=CC=2C(OCC3=C(C21)C=CC=C3)=S dibenzo[c,e]oxepan-5-thione